C12CC(CC2C1)C1=NC2=NC=NC(=C2N1)C(=O)NCC1=CC(=CC(=C1)C=1C=NN(C1)C1=CC=C(C=C1)F)F 8-(Bicyclo[3.1.0]hexane-3-yl)-N-(3-fluoro-5-(1-(4-fluorophenyl)-1H-pyrazol-4-yl)benzyl)-7H-purine-6-carboxamide